5-(5-amino-2-(2,6-difluorobenzyl)-7-(oxazol-2-yl)-[1,2,4]triazolo[1,5-c]pyrimidin-8-yl)-1-methylpyridin-2(1H)-one NC1=NC(=C(C=2N1N=C(N2)CC2=C(C=CC=C2F)F)C=2C=CC(N(C2)C)=O)C=2OC=CN2